tert-butyl (3aS,7aS)-5-(4,6-dimethylpyrimidin-2-yl)octahydro-2H-pyrrolo[3,4-c]pyridine-2-carboxylate CC1=NC(=NC(=C1)C)N1C[C@@H]2[C@H](CC1)CN(C2)C(=O)OC(C)(C)C